tert-butyl (R)-3-((7-((tert-butoxycarbonyl)(3-fluorophenyl)amino)-3-cyclopropylpyrazolo[1,5-a]pyrimidin-5-yl)aminomethyl)piperidine-1-carboxylate C(C)(C)(C)OC(=O)N(C1=CC(=NC=2N1N=CC2C2CC2)NC[C@@H]2CN(CCC2)C(=O)OC(C)(C)C)C2=CC(=CC=C2)F